3-(4-(5-benzylpyrimidin-2-yl)-1,4-diazepan-1-yl)-6-(1-methyl-1H-pyrazol-4-yl)pyrazolo[1,5-a]pyrazine C(C1=CC=CC=C1)C=1C=NC(=NC1)N1CCN(CCC1)C=1C=NN2C1C=NC(=C2)C=2C=NN(C2)C